COC(=O)C1=CC=C(C=2C=C(OC21)C)C2CCN(CC2)C(=O)OC(C)(C)C tert-butyl 4-[7-(methoxycarbonyl)-2-methyl-1-benzofuran-4-yl]piperidine-1-carboxylate